C1(CCC(CC1)[NH+]1CCCCC1)[NH+]1CCCCC1 1,1'-(1,4-cyclohexandiyl)dipiperidinium